FC1=C(CC=2C=3N(C=CN2)C(=CN3)F)C=C(C(=C1)C)F 8-(2,5-difluoro-4-methylbenzyl)-3-fluoroimidazo[1,2-a]pyrazin